(6-(2,3-Dihydroxypropyl)-1,3,5,7-tetraoxo-3,5,6,7-tetrahydropyrrolo[3,4-f]isoindol-2(1H)-yl)methyl nitrate [N+](=O)(OCN1C(C2=CC=3C(N(C(C3C=C2C1=O)=O)CC(CO)O)=O)=O)[O-]